C(#N)C1=C(N=C2N(C1=O)C=C(C=C2[C@@H](C)NC2=C(C(=O)O)C=CC=C2)C)NC[C@H]2C(C2)(F)F 2-(((R)-1-(3-cyano-2-((((S)-2,2-difluorocyclopropyl)methyl)amino)-7-methyl-4-oxo-4H-pyrido[1,2-a]pyrimidin-9-yl)ethyl)amino)benzoic acid